3-(2,6-bis(benzyloxy)pyridin-3-yl)-1-methyl-6-(4,4,5,5-tetramethyl-1,3,2-dioxaborolan-2-yl)-1H-indazole C(C1=CC=CC=C1)OC1=NC(=CC=C1C1=NN(C2=CC(=CC=C12)B1OC(C(O1)(C)C)(C)C)C)OCC1=CC=CC=C1